N-(3-fluoro-4-((2-oxo-1-(tetrahydro-2H-pyran-4-yl)-2,3-dihydro-1H-imidazo[4,5-b]pyridin-7-yl)oxy)phenyl)-1-phenyl-5-(trifluoromethyl)-1H-imidazole-4-carboxamide FC=1C=C(C=CC1OC1=C2C(=NC=C1)NC(N2C2CCOCC2)=O)NC(=O)C=2N=CN(C2C(F)(F)F)C2=CC=CC=C2